C[C@@H]1[C@H]([C@@H]([C@H]([C@@H](O1)O[C@@](C)(CC/C=C(\\C)/C(=O)O[C@@H]2[C@H](O[C@H]([C@@H]([C@H]2O)O)O[C@@](C)(CC/C=C(\\CO)/C(=O)O[C@H]3C[C@@]4([C@@H](C[C@@]5(C(=CC[C@H]6[C@]5(CC[C@@H]7[C@@]6(CC[C@@H](C7(C)C)O[C@H]8[C@@H]([C@H]([C@@H]([C@H](O8)CO[C@H]9[C@@H]([C@H]([C@H](CO9)O)O)O[C@H]1[C@@H]([C@H]([C@@H](CO1)O)O)O)O)O)O[C@H]1[C@@H]([C@H]([C@@H]([C@H](O1)CO)O)O)O)C)C)[C@@H]4CC3(C)C)C)O)C(=O)O[C@H]1[C@@H]([C@H]([C@@H]([C@H](O1)CO)O)O)O[C@H]1[C@@H]([C@@H]([C@H]([C@@H](O1)C)O[C@H]1[C@@H]([C@H]([C@@H](O1)CO)O)O)O[C@H]1[C@@H]([C@H]([C@@H]([C@H](O1)CO)O)O)O)O)C=C)C)C=C)O)O)O The molecule is a triterpenoid saponin isolated from the stem bark of Albizia chinensis that exhibits cytotoxic activity against a small panel of human tumour cell lines. It has a role as an antineoplastic agent and a plant metabolite. It derives from an acacic acid.